N1N=NC2=C1C=CC=C2C=2C(=C(C=C(C2)S(=O)(=O)[O-])C(C)CC)O 5-benzotriazolyl-4-hydroxy-3-sec-butylbenzenesulfonate